NC=1C=2N(C3=CC(=C(C=C3N1)F)C(=O)N(C)[C@@H]1COC3=C1C=CC(=C3)[C@H]3[C@@H](C3)C(F)F)C=NC2 4-amino-N-((S)-6-((1R,2R)-2-(difluoromethyl)cyclopropyl)-2,3-dihydrobenzofuran-3-yl)-7-fluoro-N-methylimidazo[1,5-a]quinoxaline-8-carboxamide